(S,E)-tert-butyl (1-((2-(4-(5-cyanopyridin-2-yl)piperazin-1-yl)-2-oxoethoxy)imino)propan-2-yl)carbamate C(#N)C=1C=CC(=NC1)N1CCN(CC1)C(CO\N=C\[C@H](C)NC(OC(C)(C)C)=O)=O